5-(((tert-Butoxycarbonyl)amino)methyl)-1-methyl-1H-pyrazole-3-carboxylic acid methyl ester COC(=O)C1=NN(C(=C1)CNC(=O)OC(C)(C)C)C